1-(3,4-difluorophenyl)-3-(3-(3-(pyrrolidin-1-yl)quinoxaline-6-carbonyl)phenyl)urea FC=1C=C(C=CC1F)NC(=O)NC1=CC(=CC=C1)C(=O)C=1C=C2N=C(C=NC2=CC1)N1CCCC1